C(C)(=O)OCC(CN1C([C@H](O[C@@H](C2=C1C=CC(=C2)Cl)C2=C(C(=CC=C2)OC)OC)CC(=O)N2CCC(CC2)CC(=O)O)=O)(C)C N-[[(3R,5S)-1-(3-acetoxy-2,2-dimethylpropyl)-7-chloro-5-(2,3-dimethoxyphenyl)-2-oxo-1,2,3,5-tetrahydro-4,1-benzoxazepin-3-yl]acetyl]piperidine-4-acetic acid